N[C@@H](CC(=O)O)C(=O)N[C@@H](CC(=O)O)C(=O)O Aspartyl-(aspartic acid)